C(C)N(CCCNC)CC Diethyl(methyl)aminopropylamin